FC=1C=C(C=CC1NC([C@@H]1N(CCC1)C(NC1=CC=C(C=C1)C(C)C)=O)=O)C=1C=CC(=NC1)C(=O)O 5-{3-fluoro-4-[(1-{[4-(propan-2-yl)phenyl]carbamoyl}-D-prolyl)amino]phenyl}pyridine-2-carboxylic acid